CC1=CC(=CC(=N1)N1[C@@H](CCC1=O)C(=O)N(C=1C=C(C=CC1)C)CC#C)C(F)(F)F (S)-1-(6-methyl-4-(trifluoromethyl)pyridin-2-yl)-5-oxo-N-(prop-2-yn-1-yl)-N-(m-tolyl)pyrrolidine-2-carboxamide